C1([C@@H](O)[C@H](O)[C@H](O1)CO)NC1=NC(NC=C1)=O D-arabino-pentofuranosylcytosine